NC(COC1=CC=C(C=C1)C1=CC=C(C=C1)/C=C/[C@@H](CCO)N1C(=NC=C1)[C@H](C)O)CO (3R,E)-5-(4'-(2-amino-3-hydroxypropoxy)-[1,1'-biphenyl]-4-yl)-3-(2-((S)-1-hydroxyethyl)-1H-imidazol-1-yl)pent-4-en-1-ol